2-(2-Hydrazinyl)thiazole NNC=1SC=CN1